p-menthyl acetate C(C)(=O)OC1CC(CCC1C(C)C)C